ClC=1N=C(C2=C(N1)C(=C(S2)C[C@H](C)NC2CCC2)SC)NCC=2OC=CC2 2-chloro-6-[(2S)-2-(cyclobutylamino)propyl]-N-[(furan-2-yl)methyl]-7-methylthio-thieno[3,2-d]pyrimidin-4-amine